N1=CC=C(C=C1)C1=CC=C(C=C1)NC1=NC=CC2=CC=CC(=C12)C#N 1-[[4-(4-pyridyl)phenyl]amino]-8-isoquinolinecarbonitrile